C1(CCCCCCCC1)OB(O)O cyclononylboric acid